C(C)(C)(C)OC(CCCN)N 1-tert-butoxy-N,N'-tetramethylenediamine